C1(CCCCCC1)NC(OC1=CC(=C(C=C1)OCC1=CC=CC=C1)C=1C=NC=C(C1)C1=NN=NN1COCC[Si](C)(C)C)=O 4-(benzyloxy)-3-(5-(1-((2-(trimethylsilyl)ethoxy)methyl)-1H-tetrazol-5-yl)pyridin-3-yl)phenyl cycloheptylcarbamate